NC1=C2N=C(N(C2=NC=N1)CCNC(C(C)C)=O)SC1=CC2=C(OCO2)C=C1C=1SC=CN1 N-(2-(6-amino-8-((6-(thiazol-2-yl)benzo[d][1,3]dioxol-5-yl)thio)-9H-purin-9-yl)ethyl)isobutyramide